N1=CC=C2N1C(=CC=N2)C(=O)[O-] pyrazolo[1,5-a]pyrimidine-7-carboxylate